ClC1=C(C=CC(=C1)F)N1N=CC(=C1)C(=O)N1[C@@H](C[C@@H](C1)OC1=CC(=CC=C1)C=1C2=CN(N=C2C=CC1)CCCCCCN1C(C2=CC=CC=C2C1=O)=O)C(=O)OC methyl (2S,4S)-1-[1-(2-chloro-4-fluoro-phenyl)pyrazole-4-carbonyl]-4-[3-[2-[6-(1,3-dioxoisoindolin-2-yl)hexyl]indazol-4-yl]phenoxy]pyrrolidine-2-carboxylate